Cl.N[C@@H](C(=O)O)[C@H](C)C1=CC=CC=C1 (2R,3R)-2-amino-3-phenyl-butyric acid hydrochloride